3-bromo-N2-(pyridin-3-ylmethyl)benzene-1,2-diamine BrC1=C(C(=CC=C1)N)NCC=1C=NC=CC1